C1CC1C1(CC=C(C(=O)/N=C\2/N(CCN2)C)C=C1)NC1=CC(=CC=C1)C(NC(C)C)=O 4-3-cyclopropyl-N-[(2E)-1-methylimidazolidin-2-ylidene]-4-({3-[(propan-2-yl)carbamoyl]phenyl}amino)benzamide